C1(CCCC1)N1C(=CC2=C1N=C(N=C2)NC2=NC=C(C=C2)N2CCC(CC2)=O)C(=O)N(C)C 7-cyclopentyl-N,N-dimethyl-2-[[5-(4-oxo-1-piperidinyl)-2-pyridinyl]amino]pyrrolo[2,3-d]pyrimidine-6-carboxamide